[1-(2,2-dimethylpropionyl)-5-[4-fluoro-2-(2-hydroxyethoxy) phenyl]-6-isopropyl-pyrrolo[2,3-f]indazol-7-yl]-3-hydroxy-benzoate CC(C(=O)N1N=CC2=CC3=C(C=C12)C(=C(N3C3=C(C=C(C=C3)F)OCCO)C(C)C)OC(C3=CC(=CC=C3)O)=O)(C)C